1-(3,4-dimethylphenyl)-6-methyl-5-{[3-(4-phenylpiperazin-1-yl)propyl]oxy}-4,5-dihydro-1H-pyrazolo[3,4-d]pyrimidin-4-one CC=1C=C(C=CC1C)N1N=CC2=C1N=C(N(C2=O)OCCCN2CCN(CC2)C2=CC=CC=C2)C